C1(\C=C\CCCCCCCCCCCCCC)C(=O)OC1=O trans-2-heptadecene-1,1-dicarboxylic anhydride